NC1=NC=2C=C(C(=CC2C2=C1C=NN2C)C(=O)N([C@@H]2COCC1=NC(=CC=C12)C(F)(F)F)CC)F 4-amino-N-ethyl-7-fluoro-1-methyl-N-((5S)-2-(trifluoromethyl)-5,8-dihydro-6H-pyrano[3,4-b]pyridin-5-yl)-1H-pyrazolo[4,3-c]quinoline-8-carboxamide